CC1=C(C=CC=C1COC1=C(C=C(C(=N1)OC)CNC(C(=O)O)(C)C)Cl)C1=C(C(=CC=C1)COC1=C(C=C(C(=N1)OC)CNC(C(=O)O)(C)C)Cl)C 2,2'-((((((2,2'-Dimethyl-[1,1'-biphenyl]-3,3'-diyl)bis(methylene))bis(oxy))bis(5-chloro-2-methoxypyridine-6,3-diyl))bis(methylene))bis(azanediyl))bis(2-methylpropanoic acid)